tert-butyl 4-(2-phenylpropan-2-yl)-3,5-divinyl-piperazine-1-carboxylate C1(=CC=CC=C1)C(C)(C)N1C(CN(CC1C=C)C(=O)OC(C)(C)C)C=C